C(C)(C)(C)C=1N=C(C2=C(N1)N(N=N2)CC2=C(C=CC=C2)S(=O)(=O)F)N2CC(CC2)(F)F 2-{[5-tert-butyl-7-(3,3-difluoropyrrolidin-1-yl)-3H-[1,2,3]triazolo[4,5-d]pyrimidin-3-yl]methyl}benzene-1-sulfonyl fluoride